C(C)(C)(C)C1=NC2=C(N1)C=CC(=C2)N 2-tert-Butyl-1H-benzimidazol-5-amine